COC1=C2C=CC(OC2=CC=C1NC(=O)NC1=CC2=C(NC(=N2)C2=CC=C(C=C2)N2CCN(CC2)C)C=C1)(C)C 1-(5-methoxy-2,2-dimethyl-2H-chromen-6-yl)-3-(2-(4-(4-methylpiperazin-1-yl)phenyl)-1H-benzo[d]imidazol-5-yl)urea